[O-2].[Zn+2].[In+3].[Si+4] silicon-indium-zinc oxide